4-[(1S,2S)-2-(2-phenyl-1,3-thiazol-5-yl)cyclopropyl]benzenesulfonamide ethyl-2-(perfluoroethyl)-4-(trifluoromethyl)pyrrolo[1,2-h][1,7]naphthyridine-9-carboxylate C(C)OC(=O)C=1C=C2N(C=CC=3C(=CC(=NC23)C(C(F)(F)F)(F)F)C(F)(F)F)C1.C1(=CC=CC=C1)C=1SC(=CN1)[C@@H]1[C@H](C1)C1=CC=C(C=C1)S(=O)(=O)N